(E)-4-(2-(anthracen-9-ylmethylene)hydrazino)-2-(prop-2-yn-1-ylthio)-6-(trifluoromethyl)pyrimidine C1=CC=CC2=CC3=CC=CC=C3C(=C12)\C=N\NC1=NC(=NC(=C1)C(F)(F)F)SCC#C